FC(COC=1C(=NC=CN1)OC1=CC=2N(C=C1)N=C(C2)C(=O)NC2(CCS(CC2)(=O)=O)C)F 5-((3-(2,2-Difluoroethoxy)pyrazin-2-yl)oxy)-N-(4-methyl-1,1-dioxidotetrahydro-2H-thiopyran-4-yl)pyrazolo[1,5-a]pyridine-2-carboxamide